ClC=1C(=NC(=NC1)NC1=C(C=C(C(=C1)[N+](=O)[O-])N(CCNC)C)OC)C=1C=NN2C1C=CC=C2 N1-(5-chloro-4-(pyrazolo[1,5-a]pyridin-3-yl)pyrimidin-2-yl)-2-methoxy-N4-methyl-N4-(2-(methylamino)ethyl)-5-nitrobenzene-1,4-diamine